(2R)-2-[6-(5-chloro-2-{[(2S)-1-hydroxyprop-2-yl]amino}pyrimidin-4-yl)-1-oxo-2,3-dihydro-1H-isoindol-2-yl]-N-[(1S)-1-(3-fluoro-5-methoxyphenyl)-2-hydroxyethyl]propionamide ClC=1C(=NC(=NC1)N[C@H](CO)C)C1=CC=C2CN(C(C2=C1)=O)[C@@H](C(=O)N[C@H](CO)C1=CC(=CC(=C1)OC)F)C